[1-(hydroxymethyl)-2,5-dioxo-4-imidazolidinyl]Urea OCN1C(NC(C1=O)NC(=O)N)=O